1,2-dimethoxycyclohexane COC1C(CCCC1)OC